C(C)(C)NC1=NC(=NC(=N1)C1=NC(=CC=C1)C(F)(F)F)NC=1C=C(C=CC1)CC(C)O {3-[4-isopropylamino-6-(6-trifluoromethyl-pyridin-2-yl)-[1,3,5]triazin-2-ylamino]-phenyl}-propan-2-ol